lithio-sulfur [Li][S]